ClC=1C=C2C(=C(C=NC2=CC1)C=1CCOCC1)NC1=C(C(=O)O)C=CC=C1 2-[[6-chloro-3-(3,6-dihydro-2H-pyran-4-yl)-4-quinolyl]amino]benzoic acid